C(C)(=O)NC1=C(C(C(=O)OC)=CC=C1)C(=O)OC Dimethyl 3-acetamidophthalate